5-(1H-imidazol-1-yl)-2-(3-(methyl(2,2,6,6-tetramethylpiperidin-4-yl)amino)-1,2,4-triazin-6-yl)phenol N1(C=NC=C1)C=1C=CC(=C(C1)O)C1=CN=C(N=N1)N(C1CC(NC(C1)(C)C)(C)C)C